OC=1C=C(C2=CC=CC=C2C1)N1CC=2N=C(N=C(C2CC1)N1C[C@@H](NCC1)CC#N)OC[C@H]1N(CCC1)C 2-((S)-4-(7-(3-hydroxynaphthalen-1-yl)-2-(((S)-1-methylpyrrolidin-2-yl)methoxy)-5,6,7,8-tetrahydropyrido[3,4-d]pyrimidin-4-yl)piperazin-2-yl)acetonitrile